ClC=1C=C(C=CC1OC(F)(F)F)[C@@H](NC(=O)[C@H]1NC(NC1)=O)C1=NC=C(C=C1)OC(F)(F)F |&1:12| (S)-N-((R and S)-(3-chloro-4-(trifluoromethoxy)phenyl)(5-(trifluoromethoxy)pyridin-2-yl)methyl)-2-oxoimidazolidine-4-carboxamide